C1(CCCCCC1)NC(COC1=CC=C2C=CC(=CC2=C1)C(CC(=O)OC)C1=C(C2=C(N(N=N2)CC)C=C1)C)=O Methyl 3-(7-(2-(cycloheptylamino)-2-oxoethoxy)naphthalen-2-yl)-3-(1-ethyl-4-methyl-1H-benzo[d][1,2,3]triazol-5-yl)propanoate